F[C@@H]1C[C@@]2(CCCN2C1)COC=1N=CC2=C(N1)C=C(N=C2N(C)C)C2=CC(=CC1=CC=C(C(=C21)C#C[Si](C(C)C)(C(C)C)C(C)C)F)O 4-(2-{[(2R,7aS)-2-fluoro-hexahydropyrrolizin-7a-yl]methoxy}-5-(dimethylamino)pyrido[4,3-d]pyrimidin-7-yl)-6-fluoro-5-[2-(triisopropylsilyl)ethynyl]naphthalen-2-ol